C(#N)C1=CC=C(C=C1)C1=NN(C(=C1C1CCC1)NC(CC1(CC1)C(F)(F)F)=O)C N-(3-(4-cyanophenyl)-4-cyclobutyl-1-methyl-1H-pyrazol-5-yl)-2-(1-(trifluoromethyl)cyclopropyl)acetamide